4-(((2R,5S)-2,5-dimethylpiperazin-1-yl)(4-fluorophenyl)methyl)benzonitrile C[C@H]1N(C[C@@H](NC1)C)C(C1=CC=C(C#N)C=C1)C1=CC=C(C=C1)F